2-((2S,6S) or (2R,6R)-6-(6-(5-(((4-cyclobutylpyrimidin-2-yl)oxy)methyl)-1-methyl-1H-1,2,3-triazol-4-yl)-2-ethylpyridin-3-yl)tetrahydro-2H-pyran-2-yl)acetic acid C1(CCC1)C1=NC(=NC=C1)OCC1=C(N=NN1C)C1=CC=C(C(=N1)CC)[C@@H]1CCC[C@H](O1)CC(=O)O |o1:26,30|